tert-butyl ((2-chloro-[1,1'-biphenyl]-4-yl)methyl)(3-oxo-3-((3-((1-(tetrahydro-2H-pyran-2-yl)-6-(2H-tetrazol-5-yl)-1H-indazol-4-yl)amino)propyl)amino)propyl)carbamate ClC1=C(C=CC(=C1)CN(C(OC(C)(C)C)=O)CCC(NCCCNC1=C2C=NN(C2=CC(=C1)C=1N=NNN1)C1OCCCC1)=O)C1=CC=CC=C1